6-(2,4-difluorophenoxy)-2-(methanesulfonyl)-8,9-dihydroimidazo[1',2':1,6]pyrido[2,3-d]pyrimidine FC1=C(OC2=CC3=C(N=C(N=C3)S(=O)(=O)C)N3C2=NCC3)C=CC(=C1)F